C(C)OC=C(C(=O)OCC)C(C(F)(F)F)=O ethyl 2-(ethoxymethylene)-4,4,4-trifluoro-3-oxobutanoate